CC1=CN=C2C(=N1)N(C(C(=C2)C2CCC(CC2)C=2N=CSC2C)=O)CC2=NC=CC=C2OC(F)(F)F 3-methyl-7-((1r,4r)-4-(5-methylthiazol-4-yl)cyclohexyl)-5-((3-(trifluoromethoxy)pyridin-2-yl)methyl)pyrido[2,3-b]pyrazin-6(5H)-one